OC=1C=C(C=CC1)C[C@@H](CO)[C@H](CO)CC1=CC(=CC=C1)O (2R,3R)-2,3-bis[(3-hydroxyphenyl)methyl]butane-1,4-diol